O[C@@H]1[C@H](N(C[C@@H]([C@H]1O)O)CC1CCN(CC1)C(CCC)=O)CO 1-(4-(((2R,3R,4R,5S)-3,4,5-trihydroxy-2-(hydroxymethyl)piperidin-1-yl)methyl)piperidin-1-yl)butan-1-one